COC=1C=C(C=CC1C(NOC1OCCCC1)=O)CCC(=O)O 3-(3-methoxy-4-(((tetrahydro-2H-pyran-2-yl)oxy)carbamoyl)phenyl)propanoic acid